CC1([C@@]2(C(C[C@H]1CC2)=O)CS(=O)(=O)O)C.CC2([C@@]1(C(C[C@H]2CC1)=O)CS(=O)(=O)O)C.N[C@@H](C(=O)OC)[C@H]1CN2CCC1CC2 (R)-methyl 2-amino-2-((3R)-quinuclidin-3-yl)acetate bis(((1S,4R)-7,7-dimethyl-2-oxobicyclo[2.2.1]heptan-1-yl)methanesulfonate)